6-chloro-7-pyrimidin-2-yl-1H-indole-3-sulfonyl chloride ClC1=CC=C2C(=CNC2=C1C1=NC=CC=N1)S(=O)(=O)Cl